NC=1N=C(C2=C(N1)NC=C2)OC2=CC=C(C=C2)NC(NC(C(=O)O)CC2=CC1=CC=CC=C1C=C2)=O 2-(3-(4-((2-amino-7H-pyrrolo[2,3-d]pyrimidin-4-yl)oxy)phenyl)ureido)-3-(naphthalen-2-yl)propanoic acid